COC(C1=C(C=C(C=C1O)OCC)C=CC1=CC=C(C=C1)F)=O methyl-4-ethoxy-2-(4-fluorostyryl)-6-hydroxybenzoate